ClC=1C(=NC=CC1)C1=CC=C2C(=CN(C2=C1)CC(C)(C)C)[C@@H](C(F)F)NS(=O)(=O)C1CC1 (S)-N-(1-(6-(3-chloropyridin-2-yl)-1-neopentyl-1H-indol-3-yl)-2,2-difluoroethyl)cyclopropanesulfonamide